NC1CC(C1)NC(O[C@H]1[C@H](NC[C@@H]1O)CC1=CC=C(C=C1)OC)=O (2R,3S,4S)-4-hydroxy-2-[(4-methoxyphenyl)methyl]pyrrolidin-3-yl N-[(1r,3r)-3-aminocyclobutyl]carbamate